COC1=CC(=C(C2=C1C(\C(\O2)=C/C=2SC=CC2)=O)C=2CCN(CC2)C)OC (E)-4,6-dimethoxy-7-(1-methyl-1,2,3,6-tetrahydropyridin-4-yl)-2-(thien-2-ylmethylene)benzofuran-3(2H)-one